6-chloro-1-(methyl-d3)pyrido[3,2-d]pyrimidine-2,4(1h,3h)-dione ClC=1C=CC=2N(C(NC(C2N1)=O)=O)C([2H])([2H])[2H]